diethylenehydroxide [OH-].C=C.C=C